trimethyl-hydroxypropyl-caprylic acid ammonium salt [NH4+].CC(CCCCCC(C(=O)[O-])CCCO)(C)C